C(CCCCCCC\C=C/CCCCCCCC)(=O)C(O)(C[N+](C)(C)C)C(CCCCCCC\C=C/CCCCCCCC)=O dioleoyl-choline